C(#N)C=1C=C(C=NC1)C1=CC=C(C=C1)N(C(C(C)(C)C=1N=C(SC1)NS(=O)(=O)C1CC1)=O)C N-(4-(5-cyanopyridin-3-yl)phenyl)-2-(2-(cyclopropanesulfonylamino)thiazol-4-yl)-N,2-dimethylpropionamide